C(#N)C1=C(C=CC(=C1)C(F)(F)F)N1CCC(CC1)(C(=O)N[C@@H]1CN(CC1)C)C=1C=NC(=NC1)C=1C(=NC=CC1)OCC 1-[2-cyano-4-(trifluoromethyl)phenyl]-4-[2-(2-ethoxypyridin-3-yl)pyrimidin-5-yl]-N-[(3S)-1-methylpyrrolidin-3-yl]piperidine-4-carboxamide